(R)-N-(tert-butoxycarbonyl)-3-iodo-L-alanine methyl ester COC([C@@H](NC(=O)OC(C)(C)C)CI)=O